Cl.NC1C(C(C1(C)C)OC1=CC(=C(C#N)C=C1)OC)(C)C 4-((1r,3r)-3-amino-2,2,4,4-tetramethylcyclobutyloxy)-2-methoxybenzonitrile hydrochloride